2-[4-[[1-[2-(2,6-dioxo-3-piperidyl)-1,3-dioxo-isoindolin-4-yl]-4-piperidyl]methyl]-1-piperidyl]acetic acid O=C1NC(CCC1N1C(C2=CC=CC(=C2C1=O)N1CCC(CC1)CC1CCN(CC1)CC(=O)O)=O)=O